(6-Fluoro-8-methoxy-1,3,4,5-tetrahydropyrido[4,3-b]indol-2-yl)-(5-(trifluoromethyl)-1H-pyrazol-3-yl)-methanone FC1=CC(=CC=2C3=C(NC12)CCN(C3)C(=O)C3=NNC(=C3)C(F)(F)F)OC